BrC1=C(C(=O)O)C(=CC(=C1)Br)F 2,4-dibromo-6-fluoro-benzoic acid